C(C)(=O)N1C[C@@H](CCC1)N(C(=O)NCC=1NC2=C(C=C(C=C2C1)C)CO)C (R)-1-(1-acetylpiperidin-3-yl)-3-((7-(hydroxymethyl)-5-methyl-1H-indol-2-yl)methyl)-1-methylurea